pentyl-4-[(1R,6R)-6-(prop-1-en-2-yl)-3-(trifluoromethyl)cyclohex-2-en-1-yl]benzene-1,3-diol C(CCCC)C1=C(C=CC(=C1O)[C@@H]1C=C(CC[C@H]1C(=C)C)C(F)(F)F)O